[Zn+2].C1(=CC=CC=C1)P([O-])=O.C1(=CC=CC=C1)P([O-])=O phenylphosphinate zinc(II)